EDETATE calcium [Ca+2].C(N(CC(=O)[O-])CC(=O)[O-])CN(CC(=O)[O-])CC(=O)[O-].[Ca+2]